6-(4-(Benzyloxy)phenyl)-2-Methyl-1H-benzo[d]Imidazol C(C1=CC=CC=C1)OC1=CC=C(C=C1)C=1C=CC2=C(NC(=N2)C)C1